tert-butyl (4,4-difluoropiperidin-3-yl)carbamate FC1(C(CNCC1)NC(OC(C)(C)C)=O)F